The molecule is a lipid A oxoanion obtained via deprotonation of the carboxy and phosphate OH groups of (KDO)2-(palmitoleoyl-myristoyl)-lipid A; major species at pH 7.3. It is a conjugate base of a (KDO)2-(palmitoleoyl-myristoyl)-lipid A. CCCCCCCCCCCCCC(=O)O[C@H](CCCCCCCCCCC)CC(=O)O[C@@H]1[C@H]([C@@H](O[C@@H]([C@H]1OP(=O)([O-])[O-])CO[C@@]2(C[C@H]([C@H]([C@H](O2)[C@@H](CO)O)O)O[C@@]3(C[C@H]([C@H]([C@H](O3)[C@@H](CO)O)O)O)C(=O)[O-])C(=O)[O-])OC[C@@H]4[C@H]([C@@H]([C@H]([C@H](O4)OP(=O)([O-])[O-])NC(=O)C[C@@H](CCCCCCCCCCC)O)OC(=O)C[C@@H](CCCCCCCCCCC)O)O)NC(=O)C[C@@H](CCCCCCCCCCC)OC(=O)CCCCCCC/C=C\\CCCCCC